CC(COC(=O)N1N=CC2=CC(=CC=C12)C1=C(C=CC(=C1)C#N)Cl)(C)C 5-(2-chloro-5-cyanophenyl)-1H-indazole-1-carboxylic acid 2,2-dimethylpropyl ester